2-Chloro-N1-(4-Chloro-3-(Pyridin-2-Yl)Phenyl)-N4-Methylterephthalamide ClC1=C(C(=O)NC2=CC(=C(C=C2)Cl)C2=NC=CC=C2)C=CC(=C1)C(=O)NC